titanium bis(hexane-1,6-diol) C(CCCCCO)O.C(CCCCCO)O.[Ti]